hydroxyethyl-p-nitrophenylhydrazine bis(trifluoromethanesulfonyl)imide salt [N-](S(=O)(=O)C(F)(F)F)S(=O)(=O)C(F)(F)F.OCCN(N)C1=CC=C(C=C1)[N+](=O)[O-]